C1(C2=CC=C(C=C2)CCCCCC2=CC=C(C(=O)O1)C=C2)=O 4,4'-pentamethylenedibenzoic anhydride